3,3,4,4,5,5,6,6-octafluorohexane FC(CC)(C(C(C(F)F)(F)F)(F)F)F